3-(4-(2-cyano-7-((5-methoxy-7-methyl-1H-indol-4-yl)methyl)-7-azaspiro[3.5]nonan-6-yl)benzamido)oxetane-3-carboxylic acid C(#N)C1CC2(C1)CC(N(CC2)CC2=C1C=CNC1=C(C=C2OC)C)C2=CC=C(C(=O)NC1(COC1)C(=O)O)C=C2